Cl.C(CCN)N propane-1,3-diamine hydrochloride